N1=CC(=CC=C1)CCCCC=1N=C(SC1)\C=N/O (Z)-4-(4-(pyridin-3-yl)butyl)thiazole-2-carbaldehyde oxime